C(CCC)S(=O)(=O)NC(C(=O)[O-])CCCCCCCCCCCCCC (butylsulfonamido)hexadecanoate